FC1=C(C(=O)NC=2C(=NN(C(C2)=O)C[C@H](C)O)C2=C(C=CC=C2)C(F)(F)F)C=C(C=C1)C(F)(F)F 2-fluoro-N-{1-[(2S)-2-hydroxypropyl]-6-oxo-3-[2-(trifluoromethyl)phenyl]-1,6-dihydro-4-pyridazinyl}-5-(trifluoromethyl)benzamide